C(=O)(O)[Mn](C1=CC=CC=C1)(C(=O)O)(C(=O)O)C(=O)O tetra-carboxyl-phenyl-manganese